C[Si](C1C(=C(C2=C(C(=C(C(=C12)C)C)C)C1=CC=C(C=C1)C(C)(C)C)C)C)(C1C=CC=C1)C dimethyl-tetramethyl-cyclopentadienyl-2-methyl-4-(4'-tert-butylphenyl)indenyl-silane